2-(5-fluoropyridin-2-yl)-3-(6-methoxy-1,5-naphthyridin-4-yl)-6,6-dimethyl-6,7-dihydro-4H-pyrazolo[5,1-c][1,4]oxazine FC=1C=CC(=NC1)C1=NN2C(COC(C2)(C)C)=C1C1=CC=NC2=CC=C(N=C12)OC